CC(CC(=O)O[C@@H]1C2(CCC(C1)(CC2)NC(COC2=CC(=C(C=C2)Cl)F)=O)NC(COC2=CC(=C(C=C2)Cl)F)=O)(COP(=O)(O)O)C (2S)-1,4-bis[2-(4-chloro-3-fluorophenoxy)acetamido]bicyclo[2.2.2]octan-2-yl 3,3-dimethyl-4-(phosphonooxy)butanoate